N=1N=CN(C1)C1=CC(=C2C=NNC2=C1)NC(CCNCCCNCC1=CC(=C(C=C1)OC(F)(F)F)Cl)=O N-(6-(4H-1,2,4-triazol-4-yl)-1H-indazol-4-yl)-3-((3-((3-chloro-4-(trifluoromethoxy)benzyl)amino)propyl)amino)propanamide